C(#C)C=1SC=C(N1)NC(=O)N[C@@H](CO)C1=CC=C(C=C1)C1=C2C(=NC=NC2=CC=C1)O (R)-1-(2-ethynylthiazol-4-yl)-3-(2-hydroxy-1-(4-(4-hydroxyquinazolin-5-yl)phenyl)-ethyl)urea